(R)-3-(hex-5-en-1-yloxy)pyrrolidine-1-carboxylic acid tert-butyl ester C(C)(C)(C)OC(=O)N1C[C@@H](CC1)OCCCCC=C